2-(trifluoromethyl)-4-(p-tolyl)pyridine FC(C1=NC=CC(=C1)C1=CC=C(C=C1)C)(F)F